2-(benzylthio)-7-cyclopropyl-6,7-dihydro-4H-pyrazolo[5,1-c][1,4]oxazine C(C1=CC=CC=C1)SC1=NN2C(COCC2C2CC2)=C1